C(C1=CC=CC=C1)N1C2=NC=NC(=C2N=C1C1=C(C=C(C(=C1)OC)OCCN1CCNCC1)Cl)OC1(CC1)C 9-benzyl-8-(2-chloro-5-methoxy-4-(2-(piperazin-1-yl)ethoxy)phenyl)-6-(1-methylcyclopropoxy)-9H-purine